tert-butyl 4-((4-(3-(2,6-dioxopiperidin-3-yl)-2-oxo-2,3-dihydrobenzo[d]oxazol-6-yl)piperidin-1-yl)methyl)piperidine-1-carboxylate O=C1NC(CCC1N1C(OC2=C1C=CC(=C2)C2CCN(CC2)CC2CCN(CC2)C(=O)OC(C)(C)C)=O)=O